4-(6-(methylsulfonamido)-[1,1'-biphenyl]-3-yl)-1H-pyrrolo[2,3-b]pyridin CS(=O)(=O)NC1=CC=C(C=C1C1=CC=CC=C1)C1=C2C(=NC=C1)NC=C2